2-chloro-4-(3-methyl-1-(4-methyl-4H-1,2,4-triazol-3-yl)cyclobutyl)-6-vinylpyridine ClC1=NC(=CC(=C1)C1(CC(C1)C)C1=NN=CN1C)C=C